N1N=CC(=C1)C=1C=C(C(=O)N2CC(CCC2)C=2C=C(OC(C(=O)O)(C)C)C=CC2)C=CC1 2-(3-(1-(3-(1H-pyrazol-4-yl)benzoyl)piperidin-3-yl)phenoxy)-2-methylpropanoic acid